tert-butyl cis-1-(1-aminoethyl)-3-methyl-6-azabicyclo[3.1.1]heptane-6-carboxylate NC(C)C12CC(CC(N1C(=O)OC(C)(C)C)C2)C